ClC1=NC=C(C(=O)NCC(=O)OC)C(=C1)NC12CCC(CC1)(CC2)O methyl (6-chloro-4-((4-hydroxybicyclo[2.2.2]octan-1-yl)amino)nicotinoyl)glycinate